ClC1=CC=C(C=C1)C=1N=C(C=2N(C1)N=C(N2)C[C@H](CO)C)C=2C=NN(C2)C (R)-3-(6-(4-chlorophenyl)-8-(1-methyl-1H-pyrazol-4-yl)-[1,2,4]triazolo[1,5-a]pyrazin-2-yl)-2-methylpropan-1-ol